O1NC=NC1=S 1,2,4-oxadiazol-5(2H)-thione